4-(1-(4-(N,N-dipropylaminosulfonyl)-phenyl)piperidin-4-yl)butane methyl-3-butyl-3-ethyl-5-(4-fluorophenyl)-7-(methylthio)-2,3,4,5-tetrahydro-1,5-benzothiazepine-8-carboxylate COC(=O)C1=CC2=C(N(CC(CS2)(CC)CCCC)C2=CC=C(C=C2)F)C=C1SC.C(CC)N(S(=O)(=O)C1=CC=C(C=C1)N1CCC(CC1)CCCC)CCC